ClCC1=C(C(=NC=C1)C=1C=C2CN(C(C2=CC1)=O)C1C(NC(CC1)=O)=O)F 3-(5-(4-(chloromethyl)-3-fluoropyridin-2-yl)-1-oxoisoindolin-2-yl)piperidine-2,6-dione